C[Si](C)(C)C#CCO 3-(trimethylsilyl)propargyl alcohol